N-methylethan-1-amine monophosphate P(=O)(O)(O)O.CNCC